cyclopropyl-piperazinone C1(CC1)N1C(CNCC1)=O